CC=1C=C2C(=CC(OC2=CC1)=O)OCCCC(=O)NO 4-((6-methylcoumarin-4-yl)oxy)-N-hydroxybutyramide